C(CCCCCCC\C=C/CCCCCCCC)C(CO)(O)CO mono-oleyl-glycerol